1-(tert-butyl)-N-(4-chloro-3-(8-morpholinylimidazo[1,2-a]pyridin-6-yl)phenyl)-5-fluoro-1H-pyrazole-4-carboxamide C(C)(C)(C)N1N=CC(=C1F)C(=O)NC1=CC(=C(C=C1)Cl)C=1C=C(C=2N(C1)C=CN2)N2CCOCC2